bromo-N-(4-methylbenzyl)-2,3,4,9-tetrahydro-1H-carbazol-1-amine BrC1(CCCC=2C3=CC=CC=C3NC12)NCC1=CC=C(C=C1)C